CN1N=C(C(=C1)NC=1N=CC2=C(N1)N(C(=C2)C#N)[C@H]2COC[C@@H]2C)O[C@H]2[C@@H](OC2)C 2-((1-methyl-3-(((trans)-2-methyloxetan-3-yl)oxy)-1H-pyrazol-4-yl)amino)-7-((3r,4r)-4-methyltetrahydrofuran-3-yl)-7H-pyrrolo[2,3-d]pyrimidine-6-carbonitrile